5-(2,4-dimethylphenyl)-1,3,3,7-tetramethyl-octahydrobenzo[c]isoxazole CC1=C(C=CC(=C1)C)C1CC2C(N(OC2(C)C)C)C(C1)C